methyl 4-bromo-2-(difluoromethyl)-2H-indazole-6-carboxylate BrC=1C2=CN(N=C2C=C(C1)C(=O)OC)C(F)F